2-(2,6-dimethyl-4-((2-oxo-3-(p-tolyl)-2,3-dihydro-1H-imidazol-1-yl)methyl)phenoxy)-2-methylpropanoic acid CC1=C(OC(C(=O)O)(C)C)C(=CC(=C1)CN1C(N(C=C1)C1=CC=C(C=C1)C)=O)C